1-(((2R,3S)-2-methyltetrahydrofuran-3-yl)methyl)-N-((5-phenyl-1,3,4-thiadiazol-2-yl)methyl)-1H-1,2,3-triazole-4-carboxamide C[C@H]1OCC[C@H]1CN1N=NC(=C1)C(=O)NCC=1SC(=NN1)C1=CC=CC=C1